ClC1=C(C=CC=C1C1=C(C(=NC=C1)C1=CC(=C(C=C1)CNC[C@@H]1NC(CC1)=O)OC)Cl)NC(C1=NC=C(C=C1)CNC[C@H]1NC(CC1)=O)=O N-(2-chloro-3-(3-chloro-2-(3-methoxy-4-(((((R)-5-oxopyrrolidin-2-yl)methyl)amino)methyl)phenyl)pyridin-4-yl)phenyl)-5-(((((S)-5-oxopyrrolidin-2-yl)methyl)amino)methyl)picolinamide